C(C)(C)(C)OC(=O)N1CC(CC1)CN1CCN(CC1)C1=CC=C(C=C1)N(C(C)=O)C1CCC(CC1)NC1=NC2=CC=CC=C2C=N1 3-((4-(4-(N-((1r,4r)-4-(quinazolin-2-ylamino)cyclohexyl)acetamido)phenyl)piperazin-1-yl)methyl)pyrrolidine-1-carboxylic acid tert-butyl ester